C(C1=CC=CC=C1)OC(=O)N[C@H](C(=O)N1C[C@H]2[C@@H]([C@H]1C(=O)OC)CCC2)C(C)(C)C methyl (3S,3aS,6aR)-2-[(2S)-2-(benzyloxycarbonylamino)-3,3-dimethyl-butanoyl]-3,3a,4,5,6,6a-hexahydro-1H-cyclopenta[c]pyrrole-3-carboxylate